C1(CCCCC1)CN1C[C@@H](C([C@@H](C1)O)O)O (3S,4r,5R)-1-(cyclohexylmethyl)piperidine-3,4,5-triol